6-(dimethylamino)-1,4-oxaazepane-4-carboxylic acid tert-butyl ester C(C)(C)(C)OC(=O)N1CCOCC(C1)N(C)C